COC1=C(C(=O)NC2=CC=CC=C2)C=CC(C1)(N)N 2-methoxy-4,4-diaminobenzanilide